3-(7-(1-((6-(4-hydroxy-4-methylpiperidin-1-yl)pyridin-2-yl)methyl)-1H-1,2,3-triazol-4-yl)-3H-imidazo[4,5-b]pyridin-5-yl)-2-methylbenzonitrile OC1(CCN(CC1)C1=CC=CC(=N1)CN1N=NC(=C1)C1=C2C(=NC(=C1)C=1C(=C(C#N)C=CC1)C)NC=N2)C